C(C)OC(C(=O)OCC1(COC1)C)=O oxalic acid ((3-methyloxetan-3-yl) methyl) ethyl ester